OC(C#N)(C)C 2-hydroxy-2-methyl-propanenitrile